C(=CCCCC)C(CCCCCCCCCCC)SC(CCCCCCCCCCC)C=CCCCC 1-hexenyl-n-dodecyl sulfide